C1=CC=CC=2C3=CC=CC=C3C(C12)COC(=O)N[C@H](C(=O)O)CNC(=O)C=1C(=NC(=NC1)C1=CC=C(C=C1)C(C)(C)C)C (S)-2-((((9H-fluoren-9-yl)methoxy)carbonyl)amino)-3-(2-(4-(tert-butyl)phenyl)-4-methylpyrimidine-5-carboxamido)propanoic acid